(S)-1,2,3,4-tetrahydro-1-naphthoic acid [C@@H]1(CCCC2=CC=CC=C12)C(=O)O